4-chloro-2-methylsulfonylazolo[5,4-c]pyridine ClC1=C2C(=CN=C1)NC(=C2)S(=O)(=O)C